4,4-bis((7,7,8,8,8-pentafluorooctyl)oxy)butanenitrile FC(CCCCCCOC(CCC#N)OCCCCCCC(C(F)(F)F)(F)F)(C(F)(F)F)F